ClC1=C(C=CC=C1)C1=CC(OC2=CC(=CC=C12)OC(C(=O)N1CCC(CC1)(F)F)C)=O 4-(2-chlorophenyl)-7-[2-(4,4-difluoro-1-piperidyl)-1-methyl-2-oxo-ethoxy]chromen-2-one